ClC1=CC=C2C(=CNC2=C1)S(=O)(=O)NC1=NC=C(C=C1)C#N 6-chloro-N-(5-cyanopyridin-2-yl)-1H-indole-3-sulfonamide